OCCN1CCN(CC1)C1=CC(=NC=2N1N=C(C2C2=CC=CC=C2)C)C=2C=C(C=CC2)CCCCCCCNC([C@H](C)C2=CC=C(C=C2)CC(C)C)=O (R)-N-(7-(3-(7-(4-(2-hydroxyethyl)piperazin-1-yl)-2-methyl-3-phenylpyrazolo-[1,5-a]pyrimidin-5-yl)phenyl)heptyl)-2-(4-isobutylphenyl)propanamide